C(C)(C)(C)OC(CN1CCC(CC1)OC1=NC=C(C=C1)Br)=O 2-(4-((5-bromopyridin-2-yl)oxy)piperidin-1-yl)acetic acid tert-butyl ester